NC1=NC=C(C=C1O[C@H](C)C=1C=C(C=CC1)NC(C1=CC(=C(C=C1)Cl)N(C)C)=O)C=1C=NN(C1)C (R)-N-(3-(1-((2-amino-5-(1-methyl-1H-pyrazol-4-yl)pyridin-3-yl)oxy)ethyl)phenyl)-4-chloro-3-(dimethylamino)benzamide